C(CCCCCCCCCCC\C=C\CCCCCCCC)(=O)N (E)-13-docosenamide